(5-(4-Methyl-3-(propylamino)phenyl)pyridin-2-yl)(4-methylpiperazin-1-yl)methanone CC1=C(C=C(C=C1)C=1C=CC(=NC1)C(=O)N1CCN(CC1)C)NCCC